N-[3-(6-methyl-7-oxo-6,7-dihydro-1H-pyrrolo[2,3-c]pyridin-4-yl)-4-(tetrahydrofuran-3-yloxy)phenyl]propane-1-sulfonamide CN1C(C2=C(C(=C1)C=1C=C(C=CC1OC1COCC1)NS(=O)(=O)CCC)C=CN2)=O